(S)-2-(5-(N-(14-amino-3,6,9,12-tetraoxatetradecyl)-1-(isoquinolin-4-yl)piperidine-3-carboxamido)-2-oxopyridin-1(2H)-yl)acetic acid NCCOCCOCCOCCOCCN(C(=O)[C@@H]1CN(CCC1)C1=CN=CC2=CC=CC=C12)C=1C=CC(N(C1)CC(=O)O)=O